4-(3-((2-((4-(hexahydropyrrolo[1,2-a]pyrazin-2(1H)-yl)phenyl)amino)-5-(trifluoromethyl)pyridin-4-yl)amino)propyl)-1,4-oxazepan-3-one C1C2N(CCN1C1=CC=C(C=C1)NC1=NC=C(C(=C1)NCCCN1C(COCCC1)=O)C(F)(F)F)CCC2